5-[1-(o-Chlorophenyl)ethoxycarbonylamino]-4-fluoro-1H-pyrazol ClC1=C(C=CC=C1)C(C)OC(=O)NC1=C(C=NN1)F